tin (IV) oxalate C(C(=O)[O-])(=O)[O-].[Sn+4].C(C(=O)[O-])(=O)[O-]